C1(CC1)C=1C=C(C=CC1)C12CN(CC2C1)C(=O)C1CC2(C1)NC(OC2)=O (rac)-(2s,4s)-2-(1-(3-Cyclopropylphenyl)-3-azabicyclo[3.1.0]hexan-3-carbonyl)-7-oxa-5-azaspiro[3.4]octan-6-on